5-hydroxy-2-(((1S,2S)-2-hydroxycyclohexyl)((1-methyl-1H-pyrazol-5-yl)methyl)carbamoyl)-6-(hydroxymethyl)tetrahydro-2H-pyran-3-yl acetate C(C)(=O)OC1C(OC(C(C1)O)CO)C(N(CC1=CC=NN1C)[C@@H]1[C@H](CCCC1)O)=O